Tert-butyl ((2R)-4-amino-3-(((2S)-2-(((tert-butoxycarbonyl)amino)methyl)-1-methylcyclopentyl)methyl)butan-2-yl)carbamate NCC([C@@H](C)NC(OC(C)(C)C)=O)CC1([C@H](CCC1)CNC(=O)OC(C)(C)C)C